Methyl 2-((5-bromo-2-(4-chlorobenzyl)-1-(4-chlorophenyl)-3-oxoisoindolin-1-yl)oxy)acetate BrC=1C=C2C(N(C(C2=CC1)(C1=CC=C(C=C1)Cl)OCC(=O)OC)CC1=CC=C(C=C1)Cl)=O